COCC1=CC(=CC(=C1O)COC)C 2,6-dimethoxymethyl-para-cresol